O[C@@H]1C[C@H](N(C1)C(=O)OC(C)(C)C)C1(CC1)O Tert-butyl (2S,4R)-4-hydroxy-2-(1-hydroxycyclopropyl)pyrrolidine-1-carboxylate